C=1NC=CN1 2,5-Diazole